4-fluoro-N-((6-methoxy-1-methyl-1H-benzimidazol-7-yl)methyl)-3-(trifluoromethyl)benzamide FC1=C(C=C(C(=O)NCC2=C(C=CC3=C2N(C=N3)C)OC)C=C1)C(F)(F)F